(2S,3R,4S,5S)-5-(benzo[d][1,3]dioxin-5-yl)-2,4-dimethyl-4-nitro-3-phenylpyrrolidine-2-carboxylic acid methyl ester COC(=O)[C@]1(N[C@H]([C@]([C@@H]1C1=CC=CC=C1)([N+](=O)[O-])C)C1=CC=CC=2OCOCC21)C